FC1=C(C(=CC(=C1)[N+](=O)[O-])F)N1CC2CCC(C1)O2 3-(2,6-difluoro-4-nitrophenyl)-8-oxa-3-aza-bicyclo[3.2.1]octane